(S)-2-(4-(6-(cyclopropylmethoxy)pyridin-2-yl)-3-fluorobenzyl)-1-(oxetan-2-ylmethyl)-1H-benzo[d]imidazole-6-carboxylic acid C1(CC1)COC1=CC=CC(=N1)C1=C(C=C(CC2=NC3=C(N2C[C@H]2OCC2)C=C(C=C3)C(=O)O)C=C1)F